5-(3,4-Dichlorophenyl)-3-hydrazino-1H-1,2,4-triazole ClC=1C=C(C=CC1Cl)C1=NC(=NN1)NN